FC1=CC=C(C=C1)N1C(C2(CCOC2=O)CC1)=O 7-(4-fluorophenyl)-2-oxa-7-azaspiro[4.4]nonane-1,6-dione